1-(4-methoxyphenoxy)-2-(3-methylphenoxy)ethane COC1=CC=C(OCCOC2=CC(=CC=C2)C)C=C1